2-{4-Amino-1-tert-butyl-1H-pyrazolo[3,4-d]pyrimidin-3-yl}-N,1-dimethyl-1H-indole-6-carboxamide NC1=C2C(=NC=N1)N(N=C2C=2N(C1=CC(=CC=C1C2)C(=O)NC)C)C(C)(C)C